FC1=C(OCCC(=O)O)C(=CC=C1)C1=C(C(=CC=C1)C[C@@H]1NCC[C@@H]([C@@H]1NS(=O)(=O)C1(CC1)F)F)F 3-[2-fluoro-6-[2-fluoro-3-[[(2S,3R,4S)-4-fluoro-3-[(1-fluorocyclopropyl)sulfonylamino]-2-piperidyl]methyl]phenyl]phenoxy]propanoic acid